C(C)(C)(C)OC(=O)N(NC(=O)OC(C)(C)C)C1=CC2=C(C=CO2)C=C1.S1C(=CC=C1)C1=CC(=CC=C1)C=1SC=CC1 1,3-bis(thiophen-2-yl)benzene di-tert-butyl-1-(benzofuran-6-yl)hydrazine-1,2-dicarboxylate